C1(=CC=CC=C1)C=1C=C(C(=NC1)N)OCC1=C(C(=CC=C1F)F)F 5-phenyl-3-(2,3,6-trifluoro-benzyloxy)-pyridin-2-ylamine